OCCCNC(C(=C)C)=O N-hydroxypropylmethacrylamid